C(CCC)[Sn](CCCCC)(C(=C)OCC)CCCC dibutyl-(1-ethoxyvinyl)(pentyl)stannane